6,7-difluoro-4-(7-fluoro-3,4-dihydroquinolin-1(2H)-yl)-2-hydrazinoquinazoline FC=1C=C2C(=NC(=NC2=CC1F)NN)N1CCCC2=CC=C(C=C12)F